O=C1NC(CCCC1N1C(N(C2=C1C=CC=C2C=2CCN(CC2)C(=O)OC(C)(C)C)C)=O)=O tert-Butyl 4-[1-(2,7-dioxoazepan-3-yl)-3-methyl-2-oxobenzimidazol-4-yl]-3,6-dihydro-2H-pyridine-1-carboxylate